OC(CCCCCCCC(=O)O)CCCCCCCCCCCCCCCCC 9-Hydroxy-hexacosanoic acid